FC1=C(C=CC(=C1)C(C)(C)NC)[S@@](=O)(N)=NC(NC1=C2CCCC2=CC=2CCCC12)=O (R)-2-fluoro-N'-((1,2,3,5,6,7-hexahydro-s-indacen-4-yl)carbamoyl)-4-(2-(methylamino)propan-2-yl)benzenesulfonimidamide